1-bromo-4-butoxy-2-iodobenzene BrC1=C(C=C(C=C1)OCCCC)I